CN1C(NC2=C(C=C(C=C2C1=O)C)C(C)=N[S@](=O)C(C)(C)C)=O (R)-N-(1-(3,6-dimethyl-2,4-dioxo-1,2,3,4-tetrahydroquinazolin-8-yl)ethylidene)-2-methylpropane-2-sulfinamide